CN(C)CC=1SC=CC1 2-(dimethylaminomethyl)thiophene